C(C)(C)(C)C1=NN(C(=C1)NC(=O)NC1CC2(CN(C2)C(=O)C2=C3N(N=C2)C=CN3C)C1)C1=CC=C(C=C1)C 1-(3-(tert-butyl)-1-(p-tolyl)-1H-pyrazol-5-yl)-3-(2-(1-methyl-1H-imidazo[1,2-b]pyrazole-7-carbonyl)-2-azaspiro[3.3]heptan-6-yl)urea